(R)-2-(3-(azetidin-3-yl)piperidin-1-yl)ethane-1-ol N1CC(C1)[C@@H]1CN(CCC1)CCO